ClC1=NC=CC=C1[C@@H](C)OC(=O)NCC1=C(N=NN1C)C1=CC=C(C(=N1)C)OCC1C(CCCC1)C(=O)O 2-(((6-(5-(((((R)-1-(2-chloropyridin-3-yl)ethoxy)carbonyl)amino)methyl)-1-methyl-1H-1,2,3-triazol-4-yl)-2-methylpyridin-3-yl)oxy)methyl)cyclohexane-1-carboxylic acid